1,4-bis[(2,4,6-trimethylphenyl)amino]anthracene CC1=C(C(=CC(=C1)C)C)NC1=CC=C(C2=CC3=CC=CC=C3C=C12)NC1=C(C=C(C=C1C)C)C